6-hydroxy-2-naphthalenesulfonic acid potassium [K].OC=1C=C2C=CC(=CC2=CC1)S(=O)(=O)O